((4-bromo-2-fluorophenyl)(methyl)amino)-2,2-dimethylpropionitrile BrC1=CC(=C(C=C1)N(C)CC(C#N)(C)C)F